N1(N=CC=C1)C1=NN(C=C1)C1=CC=C2C(=N1)N(C(=N2)C=2C(=NC=CC2)N)C=2C=C1CC[C@@H](C1=CC2)NC(C2=CC(=C(C=C2)O)C=O)=O (S)-N-(5-(5-(1'H-[1,3'-bipyrazol]-1'-yl)-2-(2-aminopyridin-3-yl)-3H-imidazo[4,5-b]pyridin-3-yl)-2,3-dihydro-1H-inden-1-yl)-3-formyl-4-hydroxybenzamide